(S)-2-(N-[4-Amino-5-[4-(difluoromethoxy)benzoyl]thiazol-2-yl]-3,4-difluoroanilino)propanamid NC=1N=C(SC1C(C1=CC=C(C=C1)OC(F)F)=O)N(C1=CC(=C(C=C1)F)F)[C@H](C(=O)N)C